FC=1C=C(C=CC1F)S(=O)(=N)C1=CC=C(C(=O)NC2=C(C=CC(=C2)C2=CC=C(C=C2)F)NC(OC(C)(C)C)=O)C=C1 tert-butyl N-[2-[[4-[(3,4-difluorophenyl)sulfonimidoyl]benzoyl]amino]-4-(4-fluorophenyl)phenyl]carbamate